Tert-butyldiphenyl-(((1S,2S)-2-vinylcyclopropyl)methoxy)silane C(C)(C)(C)[Si](OC[C@@H]1[C@@H](C1)C=C)(C1=CC=CC=C1)C1=CC=CC=C1